5-(4-((5-chloro-2-ethyl-3-oxo-4H-quinoxalin-6-yl)methyl)piperazin-1-yl)-6-fluoro-N-(Methyl-d3)pyridine-2-carboxamide ClC1=C2NC(C(=NC2=CC=C1CN1CCN(CC1)C=1C=CC(=NC1F)C(=O)NC([2H])([2H])[2H])CC)=O